tert-butyl 4-(3-methylsulfonyl-[1,2,4]triazolo[4,3-b]pyridazin-6-yl)piperazine-1-carboxylate CS(=O)(=O)C1=NN=C2N1N=C(C=C2)N2CCN(CC2)C(=O)OC(C)(C)C